C1(CCC1)N1N=CC=2C1=NC=C(C2)C(=O)OC methyl 1-cyclobutyl-1H-pyrazolo[3,4-b]pyridine-5-carboxylate